1-isopropyl-1H-pyrazol-4-ylboronic acid pinacol ester C(C)(C)N1N=CC(=C1)B1OC(C)(C)C(C)(C)O1